ClC1=CC=C(C=C1)N\N=C(\C(=O)OCC)/C(=O)C1=C(C=CC=C1F)F ethyl (2E)-2-[(4-chlorophenyl)hydrazono]-3-(2,6-difluorophenyl)-3-oxo-propanoate